N-(5,8-dimethyl-1-isoquinolyl)-4-(1-methyltriazol-4-yl)-N-[(3R)-3-piperidyl]benzamide CC1=C2C=CN=C(C2=C(C=C1)C)N(C(C1=CC=C(C=C1)C=1N=NN(C1)C)=O)[C@H]1CNCCC1